1-(beta-D-ribofuranosyl)imidazo[4,5-D]pyridazin-4(5H)-one [C@@H]1([C@H](O)[C@H](O)[C@H](O1)CO)N1C=NC2=C1C=NNC2=O